COC(=O)C=1C=CC2=C(NC=3CCN(CC3C2=O)C(C)=O)C1 2-Acetyl-10-oxo-1,2,3,4,5,10-hexahydrobenzo[b][1,6]naphthyridine-7-carboxylic acid methyl ester